N-((5-(5-(difluoromethyl)-1,3,4-oxadiazol-2-yl)pyridin-2-yl)methyl)-1-(3-(dimethylamino)propanoyl)-3-fluoro-N-(3-fluorophenyl)azetidine-3-carboxamide FC(C1=NN=C(O1)C=1C=CC(=NC1)CN(C(=O)C1(CN(C1)C(CCN(C)C)=O)F)C1=CC(=CC=C1)F)F